ClC=1C(=NC=CN1)C=O 3-CHLORO-PYRAZINE-2-CARBALDEHYDE